C(CCCCCCCC)OCOCCCC(CC(CC(CC(CC(CC(CC(CC(C)O)C)C)C)C)C)C)C 18-hydroxy-4,6,8,10,12,14,16-heptamethyl-nonadecyl nonoxymethyl ether